OCC1CCN(CC1)C1=C(C=CC=C1)NS(=O)(=O)C1=CC=C(C=C1)S(=O)(=O)N(C)C N1-(2-(4-(hydroxymethyl)piperidin-1-yl)phenyl)-N4,N4-dimethylbenzene-1,4-disulfonamide